FC1([C@H](CN(CC1)[C@H](C(NC=1N=CN(C1)CC1=C(C=C(C(=C1)F)F)F)=O)C)C1=CC=[N+](C=C1)[O-])F 4-((S)-4,4-difluoro-1-((S)-1-oxo-1-((1-(2,4,5-trifluorobenzyl)-1H-imidazol-4-yl)amino)propan-2-yl)piperidin-3-yl)pyridine 1-oxide